heptaethylene glycol methyl (difluoromethyl) ether FC(F)OCCOCCOCCOCCOCCOCCOCCOC